2-(5-((R or S)-1-(((R)-((R)-8-cyano-1,2,3,4-tetrahydroquinoxalin-2-yl)(phenyl)methyl)amino)propan-2-yl)thiophen-2-yl)acetic acid C(#N)C=1C=CC=C2NC[C@@H](NC12)[C@@H](C1=CC=CC=C1)NC[C@@H](C)C1=CC=C(S1)CC(=O)O |o1:21|